2-nitro-5-(prop-1-en-2-yl)pyridine [N+](=O)([O-])C1=NC=C(C=C1)C(=C)C